C1(=CC=CC=C1)CN1CCN(CC1)N 4-(phenylmethyl)-1-piperazinamine